3-[(4-{[(2R)-2-{[(tert-butoxy)carbonyl](methyl)amino}-4-methylpentyl]oxy}-6-(2,6-dimethylphenyl)pyrimidin-2-yl)sulfamoyl]benzoic acid C(C)(C)(C)OC(=O)N([C@@H](COC1=NC(=NC(=C1)C1=C(C=CC=C1C)C)NS(=O)(=O)C=1C=C(C(=O)O)C=CC1)CC(C)C)C